C(C)(C)(C)OC(=O)NCC(=O)OCOC(N(CCN(C1=CC=C(C=C1)F)C1=CC(=CC=C1)Br)C(C)=O)=O ((acetyl(2-((3-bromophenyl)(4-fluorophenyl)amino)ethyl) carbamoyl)oxy)methyl 2-((tert-butoxycarbonyl)amino)acetate